CC(CO)C#CC=C 2-Methyl-5-hexen-3-yn-1-ol